ClC=1C(=C(C=CC1)C1=NC2=CC(=C(C=C2C(=N1)N)N)C#C[C@]12CN(C[C@@H]2C1)C(C)C)F (3-chloro-2-fluoro-phenyl)-7-[2-[(1s,5r)-3-isopropyl-3-azabicyclo[3.1.0]hexane-1-yl]ethynyl]quinazoline-4,6-diamine